methyl (1S,3S)-2-acryloyl-1-(benzo[d][1,3]dioxol-5-yl)-2,3,4,9-tetrahydro-1H-pyrido[3,4-b]indole-3-carboxylate C(C=C)(=O)N1[C@H](C=2NC3=CC=CC=C3C2C[C@H]1C(=O)OC)C1=CC2=C(OCO2)C=C1